NC=1C=C(C=2N3CCC[C@H]3CCCCCC(C3=NN=C(C1N2)O3)(O)C(F)(F)F)S(=O)(=O)C3=CC=CC=C3 (12R)-20-amino-18-(benzenesulfonyl)-6-(trifluoromethyl)-22-oxa-3,4,16,21-tetraazatetracyclo[15.3.1.12,5.012,16]docosa-1(20),2,4,17(21),18-pentaen-6-ol